C1CC12CCN(CC2)C=2C=C(C=CC2N2N=NC(=C2)C=2C=C1C=CC(=NC1=C(C2)N2CCC(CC2)(F)F)C)C(CO)S(=O)(=O)N (3-{6-azaspiro[2.5]oct-6-yl}-4-{4-[8-(4,4-difluoropiperidin-1-yl)-2-methylquinolin-6-yl]-1H-1,2,3-triazol-1-yl}phenyl)-2-hydroxyeth-ane-1-sulfonamide